3-methoxy-6-oxopyridazin COC1=NNC(C=C1)=O